ClC1=C(C2=C(N(C1=O)C)C=1CN(CCC1N2)C(=O)C2=NC=C(C=N2)OC)C#N 3-chloro-8-(5-methoxypyrimidine-2-carbonyl)-1-methyl-2-oxo-2,5,6,7,8,9-hexahydro-1H-pyrrolo[3,2-b:4,5-c']dipyridine-4-carbonitrile